acryloyl-ethyl-trimethylammonium chloride [Cl-].C(C=C)(=O)C[N+](C)(C)CC